C(=O)(O)C(CC=1C(NC(NC1)=O)=O)O 5-(carboxyhydroxyethyl)uracil